ethyl (e)-3-(3-(6-fluoro-2-oxo-1,4-dihydroquinazolin-3(2H)-yl)phenyl)acrylate FC=1C=C2CN(C(NC2=CC1)=O)C=1C=C(C=CC1)/C=C/C(=O)OCC